cyclopentyl 3-(3-acrylamido-4-methylphenyl)-2-(4-(4-methylpiperazin-1-yl)phenyl)-1H-pyrrolo[2,3-b]pyridine-5-carboxylate C(C=C)(=O)NC=1C=C(C=CC1C)C1=C(NC2=NC=C(C=C21)C(=O)OC2CCCC2)C2=CC=C(C=C2)N2CCN(CC2)C